NC1=C2C(=NC=N1)N(N=C2C2=CC=C(C=C2)OC2=CC=CC=C2)C2CCN(CC2)CCCCCCCCCCSC2=C1C(N(C(C1=CC=C2)=O)C2C(NC(CC2)=O)=O)=O 4-((10-(4-(4-amino-3-(4-phenoxyphenyl)-1H-pyrazolo[3,4-d]pyrimidin-1-yl)piperidin-1-yl)decyl)thio)-2-(2,6-dioxopiperidin-3-yl)isoindoline-1,3-dione